5-chloro-N-(2,6-dichloro-3-pyridinyl)-2-hydroxybenzoamide ClC=1C=CC(=C(C(=O)NC=2C(=NC(=CC2)Cl)Cl)C1)O